3-[[6,7-dichloro-3-(1H-pyrazol-4-yl)-1H-indol-4-yl]amino]-2-methyl-propan-1-ol ClC1=CC(=C2C(=CNC2=C1Cl)C=1C=NNC1)NCC(CO)C